3-Iodo-N-(pyridazin-4-yl)-1-((2-(trimethylsilyl)ethoxy)methyl)-1H-pyrazolo[4,3-d]pyrimidin-7-amine IC1=NN(C2=C1N=CN=C2NC2=CN=NC=C2)COCC[Si](C)(C)C